Lithium Iodide methyl-3-(methoxymethylene)cyclobutane-1-carboxylate COC(=O)C1CC(C1)=COC.[I-].[Li+]